C(C=C)(=O)N1[C@@H](CC1)COC=1C=NC=CC1C1=CC(=C(CNC(C2=CN=C(C=C2)C(F)(F)F)=O)C=C1)C (S)-N-(4-(3-((1-acryloylazetidin-2-yl)methoxy)pyridin-4-yl)-2-methylbenzyl)-6-(trifluoromethyl)nicotinamide